octahydrocyclopenta[c]pyrrole-3a-carboxylic acid C1NCC2(C1CCC2)C(=O)O